FC1=CC=C(CC=2C=C3C(=NNC3=CC2)C#CC2=NC=CC=C2)C=C1 5-(4-fluorobenzyl)-3-(pyridin-2-ylethynyl)-1H-indazole